N12CC(C(CC1)CC2)OC(=O)N2CC1=CC=CC=C1C=C2 isoquinolin-2-carboxylic acid 1-aza-bicyclo[2.2.2]oct-3-yl ester